C1(CCCC1)[C@@H]1[C@@H](C=2C=CC=CC2CC1)C1=CC=C(C=C1)N1CCC(CC1)C(OC)OC (5R,6R)-6-Cyclopentyl-5-(4-(4-(dimethoxymethyl)piperidin-1-yl)phenyl)-5,6,7,8-tetrahydronaphthalene